CCCC/C=C\\C=C\\CCCCCCCCCC(=O)SCCNC(=O)CCNC(=O)[C@@H](C(C)(C)COP(=O)([O-])OP(=O)([O-])OC[C@@H]1[C@H]([C@H]([C@@H](O1)N2C=NC3=C(N=CN=C32)N)O)OP(=O)([O-])[O-])O The molecule is an octadecadienoyl-CoA(4-) arising from deprotonation of the phosphate and diphosphate OH groups of (11E,13Z)-octadecadienoyl-CoA; major species at pH 7.3. It is a conjugate base of an (11E,13Z)-octadecadienoyl-CoA.